Cl.CN1CCC(CC1)C1=CC=C(OC2=CC=C(C(=O)O)C=C2)C=C1 4-(4-(1-methylpiperidin-4-yl)phenoxy)benzoic acid-HCl salt